FC1=CC=C(C(=O)N2C[C@@H](N(C[C@H]2C)C(=O)[O-])C)C=C1 (2s,5r)-4-(4-fluorobenzoyl)-2,5-dimethylpiperazine-1-carboxylate